CO[C@H]1[C@@H](NCC1)COC (2S,3R)-3-methoxy-2-(methoxymethyl)pyrrolidine